O=C1CN(CC2N1CCCC2)C(=O)N 4-oxo-3,6,7,8,9,9a-hexahydro-1H-pyrido[1,2-a]pyrazine-2-carboxamide